hydroxynaphthoic acid (hydroxynaphthoate) OC1=C(C2=CC=CC=C2C=C1)C(=O)O.OC1=C(C2=CC=CC=C2C=C1)C(=O)O